N,N'-diphenyl-N'-methyl-6-chloro-[1,3,5]triazine-2,4-diamine C1(=CC=CC=C1)NC1=NC(=NC(=N1)N(C)C1=CC=CC=C1)Cl